ClC=1C=C(CNC2=NC=C(C=N2)C(=O)N2C(CC2)C)C=C(C1)Cl (2-((3,5-dichlorobenzyl)amino)pyrimidin-5-yl)(2-methylazetidin-1-yl)methanone